N1C(C(NC(C1([2H])[2H])([2H])[2H])([2H])[2H])([2H])[2H] (2,2,3,3,5,5,6,6-2H8)piperazine